aluminum arsenic stibium [Sb].[As].[Al]